3-bromo-4-(methoxymethoxy)-N-methyl-N-propyl-benzenesulfonamide BrC=1C=C(C=CC1OCOC)S(=O)(=O)N(CCC)C